FC1=C(C=C(C(=C1)C(F)(F)F)F)C1(CC1)C(=O)OC methyl 1-[2,5-difluoro-4-(trifluoromethyl)phenyl]cyclopropane-1-carboxylate